3-(1H-pyrazol-3-yl)propan-1-amine N1N=C(C=C1)CCCN